FC=1C=C(C=C(C1)F)C=1N=C(C=2OC[C@H](NC2N1)COC)NCCC1=CNC2=CC=CC=C12 (7R)-2-(3,5-difluorophenyl)-N-[2-(1H-indol-3-yl)ethyl]-7-(methoxymethyl)-7,8-dihydro-6H-pyrimido[5,4-b][1,4]oxazin-4-amine